C(CCCCCCCCCCCCCCCC)(=O)OCCCN(C(C=CC(NCCOCCN(C)C)=O)=O)CCCOC(CCCCCCCCCCCCCCCC)=O 2-methyl-9,12-dioxo-13-{3-[(1-oxoheptadecyl) oxy] propyl}-5-oxa-2,8,13-triazahexadec-10-en-16-yl heptadecanoate